C(C)(C)(C)OC(=O)N1CCC(CC1)C(NC1=NN(C2=CC=C(C=C12)C1=C(C=CC(=C1)C#N)Cl)C(C1=CC=CC=C1)(C1=CC=CC=C1)C1=CC=CC=C1)=O 4-{[5-(2-Chloro-5-cyanophenyl)-1-trityl-1H-indazol-3-yl]carbamoyl}piperidine-1-carboxylic acid tert-butyl ester